ClC=1C=C(OC2CCC(CC2)NC(=O)C=2N=NC(=CC2)N2CCN(CC2)CC2=C(C=CC=C2)C2C(NC(CC2)=O)=O)C=CC1C#N N-((1r,4r)-4-(3-chloro-4-cyanophenoxy)cyclohexyl)-6-(4-(2-(2,6-dioxopiperidin-3-yl)benzyl)piperazin-1-yl)pyridazine-3-carboxamide